[N+](=O)([O-])C1=CC=C(C=C1)N1CCN(CC1)CCN1C[C@@H]2C([C@@H]2C1)NC(OC(C)(C)C)=O tert-butyl ((1R,5S,6s)-3-(2-(4-(4-nitrophenyl)piperazin-1-yl)ethyl)-3-azabicyclo[3.1.0]hexan-6-yl)carbamate